C(C1=CC=CC=C1)OC1=C(C(=C2C=CC(=CC2=C1)NC(CN1CC(C(CC1)C1=CC2=C(N(C(N2C)=O)C2C(NC(CC2)=O)=O)C=C1)(F)F)=O)F)N1S(NC(C1)=O)(=O)=O N-[7-benzyloxy-5-fluoro-6-(1,1,4-trioxo-1,2,5-thiadiazolidin-2-yl)-2-naphthyl]-2-[4-[1-(2,6-dioxo-3-piperidyl)-3-methyl-2-oxo-benzimidazol-5-yl]-3,3-difluoro-1-piperidyl]acetamide